[N+](=[N-])=C1C(C=2C=CC=C(C2C=C1)S(=O)(=O)O)=O 6-diazo-5,6-dihydro-5-oxo-naphthalene-1-sulfonic acid